N1=C(C=CC=2CCCNC12)CN1CC2(C1)CCN(CC2)C/C=C/C(=O)OC methyl (E)-4-(2-((5,6,7,8-tetrahydro-1,8-naphthyridin-2-yl)methyl)-2,7-diazaspiro[3.5]nonane-7-yl)but-2-enoate